ClC1=C(C=C(C=C1)N(C(=O)[C@H]1N(CC2=CC=CC=C12)C1=NC(=CC(=C1)C(F)(F)F)C)C)C (S)-N-(4-Chloro-3-methylphenyl)-N-methyl-2-(6-methyl-4-(trifluoromethyl)pyridin-2-yl)isoindoline-1-carboxamide